2-(3-isopropoxy-4-nitro-pyrazol-1-yl)-2-methyl-propanenitrile C(C)(C)OC1=NN(C=C1[N+](=O)[O-])C(C#N)(C)C